ethyl 5-(1-benzoylazetidin-3-yl)-2-({6-[(1,3-benzothiazol-2-yl)amino]-5-methylpyridazin-3-yl}(methyl)amino)-1,3-thiazole-4-carboxylate C(C1=CC=CC=C1)(=O)N1CC(C1)C1=C(N=C(S1)N(C)C=1N=NC(=C(C1)C)NC=1SC2=C(N1)C=CC=C2)C(=O)OCC